ClC=1SC(=CN1)CNC1=NC=CC=C1C N-((2-chlorothiazol-5-yl)methyl)-3-methylpyridin-2-amine